N-(5-(tert-butyl)-[1,1'-biphenyl]-2-yl)-3-methoxybenzimidamide C(C)(C)(C)C=1C=CC(=C(C1)C1=CC=CC=C1)NC(C1=CC(=CC=C1)OC)=N